N1=NC(=CC=C1)NC(CC)=O N-(pyridazine-3-yl)propanamide